C(#C)C1=CC=C(C=C1)CC#N 2-(4-ethynylphenyl)acetonitrile